C(C1=CC=CC=C1)NC1=C(C(OC2=CC=CC=C12)=O)C=O 4-(BENZYLAMINO)-2-OXO-2H-CHROMENE-3-CARBALDEHYDE